1-(5-bromo-pyridin-2-yl)-cyclopropane-1-carbonitrile BrC=1C=CC(=NC1)C1(CC1)C#N